C(CCC)C1=C(C(=NN1CCC)CCC)O Butyl-4-hydroxy-1,3-di-n-propyl-pyrazol